(S)-(2-(difluoromethylene)tetrahydro-1H-pyrrolizin-7a(5H)-yl)methanol FC(=C1C[C@@]2(CCCN2C1)CO)F